taurinate sodium salt [Na+].NCCS(=O)(=O)[O-]